C1(CC1)S(=O)(=O)N1N=CC(=C1)C1=NC=CC(=C1)NC1=NC=C(C(=C1)NC1CCC(CC1)(O)C)C1=NN(C=C1)C(F)F (1s,4s)-4-((2-((2-(1-(Cyclopropylsulfonyl)-1H-pyrazol-4-yl)pyridin-4-yl)amino)-5-(1-(difluoromethyl)-1H-pyrazol-3-yl)pyridin-4-yl)amino)-1-methylcyclohexan-1-ol